CC(C)[C@@H](C)C=C[C@@H](C)[C@H]1CC[C@H]2C=3CCC4CCCC[C@]4(C)C3CC[C@]12C ergosta-8,22-dien